rel-(R)-3-(2-fluoro-3-((N-methylsulfamoyl)amino)benzyl)-2-oxo-4-(trifluoromethyl)-3,4-dihydro-2H-benzo[e][1,3]oxazin-7-yl dimethylcarbamate CN(C(OC1=CC2=C([C@@H](N(C(O2)=O)CC2=C(C(=CC=C2)NS(NC)(=O)=O)F)C(F)(F)F)C=C1)=O)C |o1:8|